BrC1=CC=C(C=C1)C1CC(C1)(O)C1=C(C=C(C=C1)OCC=1C(=NOC1C1CC1)C1=C(C=CC=C1Cl)Cl)Cl 3-(4-bromophenyl)-1-(2-chloro-4-((5-cyclopropyl-3-(2,6-dichlorophenyl)isoxazol-4-yl)methoxy)Phenyl)cyclobutanol